ClCCCOC1=CC=C(C=C1)C=1N(C2=CC=CC=C2C(C1)=O)C 2-(4-(3-Chloropropoxy)phenyl)-1-methylquinolin-4(1H)-one